1-(5-((5-chloro-4-(3-phenoxyphenyl)pyrimidin-2-yl)amino)pyridin-3-yl)pyrrolidine-2-one ClC=1C(=NC(=NC1)NC=1C=C(C=NC1)N1C(CCC1)=O)C1=CC(=CC=C1)OC1=CC=CC=C1